bis(4-trifluoromethoxyphenyl)-4,4'-bipyridinium FC(OC1=CC=C(C=C1)[N+]1=CC=C(C=C1)C1=CC=[N+](C=C1)C1=CC=C(C=C1)OC(F)(F)F)(F)F